OC[C@@H](CC(C)C)NC1=NC(=NC(=N1)C[C@H](C)C1=C(C=C(C(=C1)F)F)F)NS(=O)(=O)C N-(4-(((R)-1-hydroxy-4-methylpent-2-yl)amino)-6-((S)-2-(2,4,5-trifluorophenyl)propyl)-1,3,5-triazin-2-yl)methanesulfonamide